C(=O)C1=C(C=C(C=C1)OC)NS(=O)(=O)C1=CC=C(C)C=C1 N-(2-formyl-5-methoxyphenyl)p-toluenesulfonamide